8-[(4,6-difluoroindolin-1-yl)methyl]-2-[(2S)-2-(fluoromethyl)morpholin-4-yl]-N,N-dimethyl-4-oxo-chromene-6-carboxamide FC1=C2CCN(C2=CC(=C1)F)CC=1C=C(C=C2C(C=C(OC12)N1C[C@H](OCC1)CF)=O)C(=O)N(C)C